3-(4-((2-((2-(4-((6-(benzyloxy)-2-(4-(Methanesulfonyl)phenyl)naphthalene-1-yl)oxy)phenoxy)ethyl)(ethyl)amino)ethyl)amino)-1-oxoisoindoline-2-yl)piperidine C(C1=CC=CC=C1)OC=1C=C2C=CC(=C(C2=CC1)OC1=CC=C(OCCN(CCNC2=C3CN(C(C3=CC=C2)=O)C2CNCCC2)CC)C=C1)C1=CC=C(C=C1)S(=O)(=O)C